C(CCC)C1=NC(=C(C(N1C1=C(C=CC=C1OC)OC)=O)CC1=CC=C(C=C1)N1C(C=CC=C1)=O)O 2-butyl-3-(2,6-dimethoxyphenyl)-6-hydroxy-5-{[4-(2-oxo-1,2-dihydropyridin-1-yl)phenyl]methyl}-3,4-dihydropyrimidin-4-one